ClC=1C=2N(C=C(N1)NC(=O)C1=CC=C(C3=CN(N=C13)CC)N1CCNCC1)C=C(N2)C N-{8-chloro-2-methylimidazo[1,2-a]pyrazin-6-yl}-2-ethyl-4-(piperazin-1-yl)indazole-7-carboxamide